BrC=1C(=NC=CC1)C(C)=O 1-(3-Bromopyridine-2-yl)ethanone